CC1(N(CCC1)CCNC(=O)C=1C=CC(=NC1)C)C 5-((2-(2,2-dimethylpyrrolidin-1-yl)ethyl)carbamoyl)-2-methylpyridine